ClC1=NC=C(C(=N1)OC=1C=C(C=CC1)NC(C=C)=O)F N-(3-(2-chloro-5-fluoropyrimidin-4-yloxy)phenyl)acrylamide